CN1N=C(C=C1)C1C(CC1)C=1NC(C2=C(N1)N(N=C2C#N)[C@@H](C)C=2C=NC(=CC2)C(F)(F)F)=O 6-(2-(1-methyl-1H-pyrazol-3-yl)cyclobutyl)-4-oxo-1-((S)-1-(6-(trifluoromethyl)pyridin-3-yl)ethyl)-4,5-dihydro-1H-pyrazolo[3,4-d]pyrimidine-3-carbonitrile